N1(C(C=CC=C1)=O)C1=NC=CC=C1 2H-[1,2'-bipyridyl]-2-one